tetranitroplatinum [N+](=O)([O-])[Pt]([N+](=O)[O-])([N+](=O)[O-])[N+](=O)[O-]